(rac)-trans-3-amino-4-(3-boronopropyl)-1-(N-(2-hydroxy-2-methylpropyl)sulfamoyl)pyrrolidine-3-carboxylic acid N[C@@]1(CN(C[C@H]1CCCB(O)O)S(NCC(C)(C)O)(=O)=O)C(=O)O |r|